N1(C=NC=C1)C(=O)N1CCC2(C3=C(NC(O2)=O)N=CC=C3)CCC1 1-(1H-imidazole-1-carbonyl)spiro[azepane-4,4'-pyrido[2,3-d][1,3]oxazin]-2'(1'H)-one